(S)-2-(3-(2-(5-((4,6-Difluoro-1H-indol-5-yl)oxy)-2-fluorophenyl)-1H-imidazol-5-yl)chroman-8-yl)acetic acid FC1=C2C=CNC2=CC(=C1OC=1C=CC(=C(C1)C=1NC(=CN1)[C@H]1COC2=C(C=CC=C2C1)CC(=O)O)F)F